4H-benzo[d][1,3]oxazine-4-one N1=COC(C2=C1C=CC=C2)=O